3-[7-cyano-6-(1-methylpyrazol-4-yl)-3,4-dihydro-2H-quinolin-1-yl]-1-[1-(ethenesulfonyl)piperidin-4-yl]-N-methyl-4H,6H,7H-pyrazolo[4,3-c]pyridine-5-carboxamide C(#N)C1=C(C=C2CCCN(C2=C1)C1=NN(C2=C1CN(CC2)C(=O)NC)C2CCN(CC2)S(=O)(=O)C=C)C=2C=NN(C2)C